(S)-5-(3-(1-(5-fluoro-3-methylbenzofuran-2-yl)-2-methylpropyl)ureido)-N-methylthiazole-2-carboxamide FC=1C=CC2=C(C(=C(O2)[C@H](C(C)C)NC(NC2=CN=C(S2)C(=O)NC)=O)C)C1